O1COC2=C1C=CC(=C2)CC(C)N(C(=O)CCC(=O)OC(C)(C)C)C tert-butyl 3-{[2-(2H-1,3-benzodioxol-5-yl)-1-methyl-ethyl]-N-methylcarbamoyl}propionate